N1=CC(=C2COCCN21)B2OC(C)(C)C(C)(C)O2 6,7-dihydro-4H-pyrazolo[5,1-c][1,4]oxazine-3-boronic acid pinacol ester